NC[C@H]1C(N[C@H](C(NCCN([C@H](C(N([C@H](C(N[C@H](C(N1)=O)C1CCCCC1)=O)CC(C)C)C)=O)C)CCCCCC)=O)CO)=O (3S,6S,9S,12S,15S)-6-(aminomethyl)-9-cyclohexyl-16-hexyl-3-(hydroxymethyl)-12-isobutyl-13,15-dimethyl-1,4,7,10,13,16-hexaazacyclooctadecane-2,5,8,11,14-pentaone